2-{1-[2-(2,6-dioxopiperidin-3-yl)-1,3-dioxo-2,3-dihydro-1H-isoindol-4-yl]piperidin-4-yl}acetaldehyde O=C1NC(CCC1N1C(C2=CC=CC(=C2C1=O)N1CCC(CC1)CC=O)=O)=O